3-((3-((2-((1-methylazetidin-3-yl)oxy)ethoxy)methyl)bicyclo[1.1.1]pentan-1-yl)methoxy)cyclobutan-1-ol CN1CC(C1)OCCOCC12CC(C1)(C2)COC2CC(C2)O